diethyl (bromodifluoro-methyl)phosphonate BrC(F)(F)P(OCC)(OCC)=O